C(#N)C1=CC=C(C=C1)C1CCN(CC1)C(=O)C=1C(=CC(=C(C1)C1=NC2=C(CCN(CC2)C(=O)OC(C)(C)C)N1)C)C tert-Butyl 2-(5-(4-(4-cyanophenyl)piperidine-1-carbonyl)-2,4-dimethylphenyl)-4,5,7,8-tetrahydroimidazo[4,5-d]azepine-6(1H)-carboxylate